3,5-Diethyl-4-hydroxyhenicosane-2,3,4-tricarboxylic acid C(C)C(C(C)C(=O)O)(C(C(CCCCCCCCCCCCCCCC)CC)(C(=O)O)O)C(=O)O